4-((5-(4-Fluorophenyl)-1-(3-(trifluoromethyl)benzyl)-1H-indazol-7-amido)methyl)benzoic acid FC1=CC=C(C=C1)C=1C=C2C=NN(C2=C(C1)C(=O)NCC1=CC=C(C(=O)O)C=C1)CC1=CC(=CC=C1)C(F)(F)F